Dimethyl {2-[4-(difluoromethoxy)phenyl]-2-oxoethyl}malonate FC(OC1=CC=C(C=C1)C(CC(C(=O)OC)C(=O)OC)=O)F